CC1(CC=C(C)C=C1)S(=O)OC1=CC=CC=C1 phenyl 4-methyl-p-toluenesulfinate